2,3-dihydro-1H-benzo[e]indole C1CNC=2C=CC3=C(C12)C=CC=C3